C(C)NC(NCC)[SiH3] bis(ethylamino)methylsilane